dicyclohexyl-(2',6'-diisopropoxy-[1,1'-biphenyl]-2-yl)phosphane C1(CCCCC1)P(C1=C(C=CC=C1)C1=C(C=CC=C1OC(C)C)OC(C)C)C1CCCCC1